2'-(2-Hydroxyphenyl)-1',3,7'-trimethyl-1-(p-tolyl)-3'H-spiro[pyrazole-4,9'-pyrazolo[1,2-a]indazole]-3',5(1H)-dione OC1=C(C=CC=C1)C1=C(N2N(C=3C=CC(=CC3C23C(=NN(C3=O)C3=CC=C(C=C3)C)C)C)C1=O)C